oxepin-3-carbonyl chloride O1C=C(C=CC=C1)C(=O)Cl